2-(4-chloro-2-methoxy-phenyl)acetic acid ClC1=CC(=C(C=C1)CC(=O)O)OC